N[C@H](C1=NC2=C(N1)C=CC(=C2F)C=2C(=NC=CN2)C(=O)N(C)C)C2CCC(CC2)C 3-{2-[(S)-amino(4-methylcyclohexyl)methyl]-4-fluoro-1H-benzimidazol-5-yl}-N,N-dimethylpyrazine-2-carboxamide